COC(=O)C1=C(C(=C(C2=CN(N=C12)C)Br)Cl)F 4-Bromo-5-chloro-6-fluoro-2-methyl-2H-indazole-7-carboxylic acid methyl ester